C1(CC1)CN(C(C1=CC=C(C=C1)C)=O)C1=CC(=CC=C1)N(CC=1N=CN(C1)COCC[Si](C)(C)C)C N-(cyclopropylmethyl)-4-methyl-N-[3-[methyl-[[1-(2-trimethylsilylethoxymethyl)imidazol-4-yl]methyl]amino]phenyl]benzamide